Propan-1,2,3-triyl trisheptanoat C(CCCCCC)(=O)OCC(COC(CCCCCC)=O)OC(CCCCCC)=O